FC1=CC=C(C=C1)N1C(=C(C=2C1=CN=CC2OCOC)C2=CC=C(C(=O)OC(C)(C)C)C=C2)C(C)C tert-butyl 4-[1-(4-fluorophenyl)-2-isopropyl-4-(methoxymethoxy)-pyrrolo[2,3-c]pyridin-3-yl]benzoate